(2R)-N-((S)-(3-chloro-4-fluorophenyl)(trans-3-(trifluoromethyl)cyclobutyl)methyl)-2-methyl-3-oxopiperazine-1-carboxamide ClC=1C=C(C=CC1F)[C@@H](NC(=O)N1[C@@H](C(NCC1)=O)C)[C@@H]1C[C@H](C1)C(F)(F)F